BrC1=CC(=C2CCN(C(C2=C1)=O)C)F 7-bromo-5-fluoro-2-methyl-3,4-dihydroisoquinolin-1-one